N-methylglycine methyl ester hydrochloride Cl.COC(CNC)=O